2-bromo-4-fluoro-1-nitro-benzene BrC1=C(C=CC(=C1)F)[N+](=O)[O-]